N1N=NC2=C1C=CC(=C2)C2=C(C=CC(=N2)C(=O)NS(=O)(=O)C2=CC=C(C=C2)N2CCN(CC2)CC2=C(CC(CC2)(C)C)C2=CC=C(C=C2)Cl)F 6-(1H-benzo[d][1,2,3]triazol-5-yl)-N-[4-[4-[[2-(4-chlorophenyl)-4,4-dimethylcyclohexen-1-yl]methyl]piperazin-1-yl]phenyl]sulfonyl-5-fluoropyridine-2-carboxamide